(R)-7-cyclobutyl-2-(pyridin-4-yl)-4,5,7,8-tetrahydro-3-oxa-1-thia-5a,8-diazabenzo[cd]azulen-9(6H)-one C1(CCC1)[C@@H]1CN2C=3C(=C(SC3C(N1)=O)C1=CC=NC=C1)OCC2